CC1=C(C(=O)O)C=CC(=C1)C1=NOC(C1)(C(F)(F)F)C1=CC(=C(C(=C1)Cl)Cl)Cl 2-methyl-4-(5-(3,4,5-trichlorophenyl)-5-(trifluoromethyl)-4,5-dihydroisoxazol-3-yl)benzoic acid